N-decanoyl-N-methyltaurine-sodium salt [Na+].C(CCCCCCCCC)(=O)N(CCS(=O)(=O)[O-])C